(R)-N-(2-(4-Cyanothiazolidin-3-yl)-2-oxoethyl)-6-(3-methylazetidine-1-yl)quinoline-4-carboxamide C(#N)[C@H]1N(CSC1)C(CNC(=O)C1=CC=NC2=CC=C(C=C12)N1CC(C1)C)=O